BrC1=CC(=C(C=C1)C=1C=2N(C(NN1)=O)C=CC2)OC 1-(4-bromo-2-methoxyphenyl)pyrrolo[1,2-d][1,2,4]triazin-4(3H)-one